ClC=1C(=CC(=NC1)C=CC1=CC=CC=C1)C(C)=O 1-(5-chloro-2-styrylpyridin-4-yl)ethan-1-one